1-(3-chlorophenyl)-3-(6-nitro-1H-benzo[d]imidazol-2-yl)urea ClC=1C=C(C=CC1)NC(=O)NC1=NC2=C(N1)C=C(C=C2)[N+](=O)[O-]